C(N)(OCCOC1=CC(=C(C(=C1)C=O)O)C=O)=O (3,5-diformyl-4-hydroxyphenoxyethyl) carbamate